methyl 4,5-dimethoxy-2-aminobenzoate COC1=CC(=C(C(=O)OC)C=C1OC)N